ClC=1C=CC=2N=CN=C(C2N1)NC1=CC(=C(C=C1)OCC1COCC1)Cl 6-Chloro-N-(3-chloro-4-((tetrahydrofuran-3-yl)methoxy)phenyl)pyrido[3,2-d]pyrimidin-4-amine